5-((6-(4-(4-(8-(3,5-difluoro-4-(morpholinomethyl)phenyl)quinoxalin-2-yl)-1H-pyrazol-1-yl)piperidin-1-yl)-6-oxohexyl)oxy)-2-(2,6-dioxopiperidin-3-yl)isoindoline-1,3-dione FC=1C=C(C=C(C1CN1CCOCC1)F)C=1C=CC=C2N=CC(=NC12)C=1C=NN(C1)C1CCN(CC1)C(CCCCCOC=1C=C2C(N(C(C2=CC1)=O)C1C(NC(CC1)=O)=O)=O)=O